C(C)(=O)C=1C(=NC(=CC1)N1C=NC2=C1C=CC(=C2)NC=2N=NC=CC2OC)N2N=C(C=C2C)C#N 1-[3-acetyl-6-[5-[(4-methoxypyridazin-3-yl)amino]benzimidazol-1-yl]-2-pyridinyl]-5-methyl-pyrazole-3-carbonitrile